8-Amino-N-(2-amino-4-((4-(trifluoromethyl)benzyl)amino)phenyl)octanamid NCCCCCCCC(=O)NC1=C(C=C(C=C1)NCC1=CC=C(C=C1)C(F)(F)F)N